C1(=CC=CC=C1)C#CC=1C=C2C(C(=O)OC2=O)=CC1 4-(phenylethynyl)phthalic anhydride